1-(6-methylpyridin-2-yl)-ethan-1-one CC1=CC=CC(=N1)C(C)=O